cobalt acetate triarsenite [As]([O-])([O-])O.[As](O)(O)O.[As](O)(O)O.C(C)(=O)O.[Co+2]